O1COC=C2C1=C1C=CC=CC1=C2 indeno[1,2-D]-1,3-dioxin